(S)-N-(Propan-2-yl-1,1,1,3,3,3-d6)-5-azaspiro[2.4]heptan-7-amine C(C(C([2H])([2H])[2H])N[C@@H]1CNCC12CC2)([2H])([2H])[2H]